N2-[4-(3,9-diazabicyclo[3.3.1]nonan-3-ylmethyl)phenyl]-N4-[2-(6-methyl-2-pyridyl)pyrimidin-4-yl]pyrimidine-2,4-diamine C12CN(CC(CCC1)N2)CC2=CC=C(C=C2)NC2=NC=CC(=N2)NC2=NC(=NC=C2)C2=NC(=CC=C2)C